O1C(CCCC1)OC1=CC=C(C=C1)C(C=CC1=CC=CC=C1)=O 1-[4-(Oxan-2-yloxy)phenyl]-3-phenylprop-2-en-1-one